6-(N'-phenylhydrazinyl)purine C1(=CC=CC=C1)NNC1=C2NC=NC2=NC=N1